O1[C@H](COCC1)CN1N=C2C3=C(C=CC2=C1)OC(=C3C(F)(F)F)C(=O)NCCN3N=NC(=C3)C 2-{[(2S)-1,4-dioxan-2-yl]methyl}-N-[2-(4-methyl-1H-1,2,3-triazol-1-yl)ethyl]-8-(trifluoromethyl)-2H-furo[2,3-g]indazole-7-carboxamide